CS(=O)(=O)C1=CC=C(OC[C@@H]2CC3CCC[C@@H](N3C2)CC=2C=C(C#N)C=C(C2)Cl)C=C1 3-{[(2R,5R)-2-[(4-methanesulfonylphenoxy)methyl]-octahydroindolizin-5-yl]methyl}-5-chlorobenzonitrile